3-(5-((3-chlorophenyl)ethynyl)pyridin-2-yl)-5-(pyrrolidin-2-yl)-1,2,4-oxadiazole ClC=1C=C(C=CC1)C#CC=1C=CC(=NC1)C1=NOC(=N1)C1NCCC1